C1(=CC=C(C=C1)C1=C2C=CC(C(=C3C=CC(=C(C=4C=CC(=C(C5=CC=C1N5)C5=CC=C(C=C5)C)N4)C4=CC=C(C=C4)C)N3)C3=CC=C(C=C3)C)=N2)C.[Fe+2] iron (II) tetra-p-tolylporphyrin